(R)-3-(3-(3-(8-amino-4-methylpyrimidino[5,4-d]pyrimidin-2-yl)-4,5-difluorophenyl)isoxazol-5-yl)-4,4-difluoro-3-hydroxy-1-methylpyrrolidin-2-one NC1=NC=NC2=C1N=C(N=C2C)C=2C=C(C=C(C2F)F)C2=NOC(=C2)[C@]2(C(N(CC2(F)F)C)=O)O